C(C)C=1N=C(NC1C)C1=C(C=CC=C1)O 4-ethyl-(2-hydroxyphenyl)-5-methylimidazole